CN1CC2(CC2C1)C#CC1=C(C=C2C(=NC=NC2=C1)NC1=CC(=C(C=C1)OC1=CC=2N(C=C1)N=CN2)C)[N+](=O)[O-] 7-[2-(3-methyl-3-azabicyclo[3.1.0]hexan-1-yl)ethynyl]-N-[3-methyl-4-([1,2,4]triazolo[1,5-a]pyridin-7-yl-oxy)phenyl]-6-nitro-quinazolin-4-amine